3-amino-1-(4-chloro-2-fluorophenyl)-2,2-difluoropropan-1-ol hydrochloride Cl.NCC(C(O)C1=C(C=C(C=C1)Cl)F)(F)F